methyl 4-[(3R)-3-[tert-butoxycarbonyl(2-oxabicyclo[2.1.1]hexan-1-ylmethyl)amino]pyrrolidin-1-yl]-2-methyl-indazole-7-carboxylate C(C)(C)(C)OC(=O)N([C@H]1CN(CC1)C=1C2=CN(N=C2C(=CC1)C(=O)OC)C)CC12OCC(C1)C2